C(C1=CC=CC=C1)OC1=CC=2N(C=C1)C=NN2 7-(benzyloxy)-[1,2,4]triazolo[4,3-a]pyridine